1,2,4-triazole, sodium salt [Na].N1N=CN=C1